CN(C)\C=C\1/CN(CC1=O)C(=O)OC(C)(C)C tert-Butyl (E)-3-((dimethylamino)methylene)-4-oxopyrrolidine-1-carboxylate